[Si](C1=CC=CC=C1)(C1=CC=CC=C1)(C(C)(C)C)O[C@H]1C[C@@H](N(C1)C(=O)OC(C)(C)C)CCC1=C(C(=C(C(=C1)C)F)OC(C)C)C(=O)OC tert-Butyl (2S,4S)-4-((tert-butyldiphenylsilyl)oxy)-2-(4-fluoro-3-isopropoxy-2-(methoxycarbonyl)-5-methylphenethyl)pyrrolidin-1-carboxylate